monododecyl monoethylsulfonate maleate C(\C=C/C(=O)O)(=O)O.C(C)S(=O)(=O)OCCCCCCCCCCCC